C(C)(C)(C)C=1C=C(CCC(=O)O)C=C(C1O)C(C)(C)C 3,5-di(tert-butyl)-4-hydroxyhydrocinnamic acid